CN1CC2N(C(C1)C2)C2=CC(=C1CN(C(C1=C2)=O)C2=CC(=CC=C2)[C@@](C(C2=NN=CN2C)(F)F)(C)F)C(F)(F)F 6-(3-Methyl-3,6-diazabicyclo[3.1.1]heptan-6-yl)-2-(3-((R)-1,1,2-trifluoro-1-(4-methyl-4H-1,2,4-triazol-3-yl)propan-2-yl)phenyl)-4-(trifluoromethyl)isoindolin-1-one